Methyl 2-((1r,4r)-4-(tert-butoxycarbonyl)cyclohexyl)-6-methoxy-2H-indazole-5-carboxylate C(C)(C)(C)OC(=O)C1CCC(CC1)N1N=C2C=C(C(=CC2=C1)C(=O)OC)OC